(4S,7S)-2-bromo-4,7-dimethyl-6,7-dihydro-4H-pyrazolo[1,5-a]pyrazine-5-carboxylate BrC1=NN2C([C@@H](N(C[C@@H]2C)C(=O)[O-])C)=C1